C1=CC=C2C=C3C=CC=CC3=CC2=C1 The molecule is a polycyclic aromatic hydrocarbon consisting of fused benzene rings in a rectilinear arrangement. It is an ortho-fused polycyclic arene and a member of acenes.